(dimethyliminio)-1,2-ethanediyl dichloride C[N+](C)=C(CCl)Cl